FC(C1=CC=C(C=C1)N(N)C(=O)N)(F)F (4-trifluoromethylphenyl)hydrazinecarboxamide